CC1(CCN2C(O1)=C(C=N2)[N+](=O)[O-])C 5,5-dimethyl-3-nitro-6,7-dihydro-5H-pyrazolo[5,1-b][1,3]oxazine